ClC=1C(=CC(=C(NC=2C3=C(N=CN2)C=CC(=N3)N3[C@@H]2CN([C@H](C3)C2)C(=O)OC(C)(C)C)C1)F)OC1=NN(C=C1)C tert-butyl (1S,4S)-5-[4-[5-chloro-2-fluoro-4-(1-methylpyrazol-3-yl)oxy-anilino]pyrido[3,2-d]pyrimidin-6-yl]-2,5-diazabicyclo[2.2.1]heptane-2-carboxylate